(2R,3R,4S,5R)-2-(dec-9-en-1-yloxy)-5-(((triisopropylsilyl)oxy)methyl)tetrahydrofuran-3,4-diol C(CCCCCCCC=C)O[C@@H]1O[C@@H]([C@H]([C@H]1O)O)CO[Si](C(C)C)(C(C)C)C(C)C